C(\C=C\CCCCC)C1C(O1)CCCCCCCC(=O)O 8-{3-[(2E)-2-octen-1-yl]-2-oxiranyl}octanoic acid